C(C)(C)(C)OC(=O)NC1(CC1)C=1N=C(N(C1)COCC[Si](C)(C)C)C(=O)O 4-(1-((tert-butoxycarbonyl)amino)cyclopropyl)-1-((2-(trimethylsilyl)ethoxy)methyl)-1H-imidazole-2-carboxylic acid